FC1(CCN(CC1)C(=O)C1=CC=C2C(=NNC2=C1)C=1C=C2C=CNC(C2=CC1)=O)F 6-(6-(4,4-difluoropiperidine-1-carbonyl)-1H-indazol-3-yl)isoquinolin-1(2H)-one